O.C(C1=CC=CC=C1)=C1C(NC(C(N1)=O)=CC=1N=CNC1C(C)(C)C)=O 3-benzylidene-6-[(5-tert-butyl-1H-imidazol-4-yl)methylene]piperazine-2,5-dione monohydrate